(S)-(3-(2-(1-(4-fluorophenyl)-3,4-dihydroisoquinolin-2(1H)-yl)-2-oxoethyl)bicyclo[1.1.1]pentan-1-yl)carbamate FC1=CC=C(C=C1)[C@@H]1N(CCC2=CC=CC=C12)C(CC12CC(C1)(C2)NC([O-])=O)=O